PYRROLO[3,2-F]QUINAZOLINE-1,3-DIAMINE C=1(NC(=NC2=CC=C3C(C12)=CC=N3)N)N